C12CC(CC2C1)NC1=C2C(=NC(=N1)C#N)N(N=C2)[C@H]2[C@@H]([C@@H]([C@H](O2)CS(=O)(=O)CP(O)(O)=O)O)O [(2S,3S,4R,5R)-5-[4-(3-bicyclo[3.1.0]-hexanylamino)-6-cyano-pyrazolo[3,4-d]-pyrimidin-1-yl]-3,4-dihydroxy-tetrahydro-furan-2-yl]methyl-sulfonylmethylphosphonic acid